ClC1=CC=C(C(=N1)COC1=C(C=C(C#N)C=C1)F)F 4-((6-chloro-3-fluoropyridin-2-yl)methoxy)-3-fluorobenzonitrile